2-[[4-[3-(4-Methylsulfanylphenyl)prop-2-enoyl]phenyl]sulfonylamino]acetic acid CSC1=CC=C(C=C1)C=CC(=O)C1=CC=C(C=C1)S(=O)(=O)NCC(=O)O